N-(4-(8-bromo-3-(methyl-d3)-2-oxo-6-(phenylsulfonyl)-3,6-dihydroimidazo[4,5-d]pyrrolo[2,3-b]pyridin-1(2H)-yl)cyclohexylidene)-2-methylpropane-2-sulfinamide BrC1=CN(C2=NC=C3C(=C21)N(C(N3C([2H])([2H])[2H])=O)C3CCC(CC3)=NS(=O)C(C)(C)C)S(=O)(=O)C3=CC=CC=C3